N-ethyl-p-toluidine CCNC1=CC=C(C=C1)C